3,6-dibromo-2-(4-methoxyphenyl)imidazo[1,2-a]pyridine BrC1=C(N=C2N1C=C(C=C2)Br)C2=CC=C(C=C2)OC